FC=1C=C(C=C(C1N1CCN(CC1)C1COC1)F)N1C(O[C@H](C1)CNC(CNC(OC(C)(C)C)=O)=O)=O tert-butyl (S)-(2-(((3-(3,5-difluoro-4-(4-(oxetan-3-yl)piperazin-1-yl)phenyl)-2-oxooxazolidin-5-yl)methyl)amino)-2-oxoethyl)carbamate